5-bromo-2'-deoxyuridine-5'-monophosphate P(=O)(O)(O)OC[C@@H]1[C@H](C[C@@H](O1)N1C(=O)NC(=O)C(=C1)Br)O